ClC1=CC=C(C=C1)[C@@H](NC(=O)[C@@H]1CNC(O1)=O)C1=CC(=CC=C1)C(C)C |o1:7| (S)-N-((R or S)-(4-chlorophenyl)(3-isopropylphenyl)methyl)-2-oxooxazolidine-5-carboxamide